5-(6-Chloro-5-((1R,2R)-2-(trifluoromethyl)cyclopropyl)pyridazin-3-yl)pyrimidine-2,4(1H,3H)-dione ClC1=C(C=C(N=N1)C=1C(NC(NC1)=O)=O)[C@H]1[C@@H](C1)C(F)(F)F